2-(4-Chloro-3-fluoro-phenoxy)-N-[3-[5-[[3-(trifluoromethyl)azetidin-1-yl]methyl]-1,3,4-oxadiazol-2-yl]-1-bicyclo[1.1.1]pentanyl]acetamide ClC1=C(C=C(OCC(=O)NC23CC(C2)(C3)C=3OC(=NN3)CN3CC(C3)C(F)(F)F)C=C1)F